NC1=C(C=C(C=N1)C=1C=C2N(N1)CCC21CN(CC1)C(=O)NCC)O[C@H](C)C1=CC=NC=C1 2'-{6-amino-5-[(1R)-1-(pyridin-4-yl)ethoxy]pyridin-3-yl}-N-ethyl-5',6'-dihydrospiro[pyrrolidine-3,4'-pyrrolo[1,2-b]pyrazole]-1-carboxamide